3-aminopropyl-methyl-silanediol NCCC[Si](O)(O)C